CN(N(CC=1N(C2=CC=C(C=C2C1)NC(CCC(OC1=C(C(=C(C(=C1F)F)F)F)F)=O)=O)CCC(OC1=C(C(=C(C(=C1F)F)F)F)F)=O)C)C(=O)OCC1C2=CC=CC=C2C=2C=CC=CC12 (9H-fluoren-9-yl)methyl 1,2-dimethyl-2-((1-(3-oxo-3-(perfluorophenoxy)propyl)-5-(4-oxo-4-(perfluorophenoxy)butanamido)-1H-indol-2-yl)methyl)hydrazine-1-carboxylate